C(C)(C)(C)OC(=O)NC(CC(=O)O)CC1=NC(=CC=C1F)C1=CC=C(C=C1)OC1=NC=C(C=C1F)Cl 3-((tert-Butoxycarbonyl)amino)-4-(6-(4-((5-chloro-3-fluoropyridin-2-yl)oxy)phenyl)-3-fluoropyridin-2-yl)butyric acid